CC=1C=2N(C=C(N1)C)C=C(C2)C2=CC1=C(C=N2)N=C(S1)N(C1CC(NC(C1)(C)C)(C)C)C 6-(1,3-dimethylpyrrolo[1,2-a]pyrazin-7-yl)-N-methyl-N-(2,2,6,6-tetramethylpiperidin-4-yl)[1,3]thiazolo[4,5-c]pyridin-2-amine